(2S)-2-[3-(3-{1-[4-amino-3-(difluoromethyl)-1H-pyrazolo[3,4-d]pyrimidin-1-yl]ethyl}-5-cyano-2-methoxy-6-methylphenyl)azetidin-1-yl]-N-methylpropanamide NC1=C2C(=NC=N1)N(N=C2C(F)F)C(C)C=2C(=C(C(=C(C2)C#N)C)C2CN(C2)[C@H](C(=O)NC)C)OC